(S)-5-(2,3-dimethylphenyl)-1-(1-(6-ethoxy-5-methoxypyridin-2-yl)-2-(methylsulfonyl)ethyl)-1H-benzo[d]imidazol-2(3H)-one CC1=C(C=CC=C1C)C1=CC2=C(N(C(N2)=O)[C@H](CS(=O)(=O)C)C2=NC(=C(C=C2)OC)OCC)C=C1